4H-1,2,4-oxadiazol-5-one O1N=CNC1=O